C(C)(C)(C)OC(=O)O[C@@H]1[C@H]([C@H](N(C1)C(=O)OC(C)(C)C)CC1=CC=C(C=C1)C=1SC=C(C1)C#N)OC(=O)OC1=CC=C(C=C1)[N+](=O)[O-] tert-butyl (2R,3S,4S)-4-((tert-butoxycarbonyl)oxy)-2-(4-(4-cyanothiophen-2-yl)benzyl)-3-(((4-nitrophenoxy)carbonyl)oxy)pyrrolidine-1-carboxylate